1-[2,4-dimethyl-3-[2-[4-(4-piperidylmethyl)piperazin-1-yl]-4-pyridyl]phenyl]-N-[[3-(2,2,2-trifluoro-1,1-dimethyl-ethyl)-1H-1,2,4-triazol-5-yl]methyl]pyrazole-4-carboxamide CC1=C(C=CC(=C1C1=CC(=NC=C1)N1CCN(CC1)CC1CCNCC1)C)N1N=CC(=C1)C(=O)NCC1=NC(=NN1)C(C(F)(F)F)(C)C